2-((R)-4-((2R,5R)-1-methyl-5-(prop-2-yn-1-ylcarbamoyl)pyrrolidin-2-yl)-4,5-dihydrothiazol-2-yl)phenyl sulfurofluoridate S(OC1=C(C=CC=C1)C=1SC[C@H](N1)[C@@H]1N([C@H](CC1)C(NCC#C)=O)C)(=O)(=O)F